C(C)O/C=C/C1=CC(=C(C#N)C=C1)OC(C)C 4-[(E)-2-ethoxyvinyl]-2-prop-2-yloxy-benzonitrile